FC=1C=CC(=C(C(=O)N(C(C)C)C(C)C)C1)OC=1C(=NC=NC1)N1CC2(C1)CN(C2)C(=O)[C@H]2N[C@@H]1C[C@@H]([C@H]2CC1)F 5-fluoro-2-[(4-{6-[(1S,3S,4S,5S)-5-fluoro-2-azabicyclo[2.2.2]octane-3-carbonyl]-2,6-diazaspiro[3.3]hept-2-yl}pyrimidin-5-yl)oxy]-N,N-di(propan-2-yl)benzamide